C1(CC1)C=1C(=NC(=NC1)NC=1C(=NN(C1)C1CCN(CC1)C(C)C)C)NCCCN1C(COCCC1)=O 4-(3-((5-cyclopropyl-2-((1-(1-isopropylpiperidin-4-yl)-3-methyl-1H-pyrazol-4-yl)amino)pyrimidin-4-yl)amino)propyl)-1,4-oxazepan-3-one